5-[[2-[(2R,5S)-2-(3-chloro-4-Fluoro-phenyl)-5-methyl-1-piperidyl]-2-oxo-acetyl]amino]pyridine-3-carboxamide ClC=1C=C(C=CC1F)[C@@H]1N(C[C@H](CC1)C)C(C(=O)NC=1C=C(C=NC1)C(=O)N)=O